1-(5-((S)-1-((2S,4R)-4-hydroxy-2-(((S)-1-(4-(4-methylthiazol-5-yl)phenyl)ethyl)carbamoyl)pyrrolidin-1-yl)-3-methyl-1-oxobutan-2-yl)isoxazol-3-yl)piperidine-4-carboxylic acid O[C@@H]1C[C@H](N(C1)C([C@@H](C(C)C)C1=CC(=NO1)N1CCC(CC1)C(=O)O)=O)C(N[C@@H](C)C1=CC=C(C=C1)C1=C(N=CS1)C)=O